COC(=O)C=1SC(=CC1)C#C[Si](C)(C)C 5-((trimethylsilyl)ethynyl)thiophene-2-carboxylic acid methyl ester